[Si](C)(C)(C(C)(C)C)OCC(CCCC(C(=O)O)(C)C1=CC(=CC=C1)I)(C)C 7-((Tert-butyldimethylsilyl)oxy)-2-(3-iodophenyl)-2,6,6-trimethylheptanoic acid